(1-(tert-butyl-peroxy)ethyl)benzene C(C)(C)(C)OOC(C)C1=CC=CC=C1